CN1C(=CC(C2=CC=C(C=C12)SC=1SC(=CN1)C(=O)N)=O)C(F)(F)F 2-((1-methyl-4-oxo-2-(trifluoromethyl)-1,4-dihydroquinolin-7-yl)thio)thiazole-5-carboxamide